BrC=1C=C2C(=CN=NC2=CC1)Cl 6-bromo-4-chlorocinnoline